FC1=C(C=C(C=C1)F)C1(CC2C(N(OC2(C)C)C)C(C1)C)C 5-(2,5-difluorophenyl)-1,3,3,5,7-pentamethyloctahydrobenzo[c]isoxazole